NC1=NC=C(C=C1O[C@H](C)C=1C=C(C=CC1)NC(=O)C1=CC=C2C=CN(C2=C1)C)C=1C=NN(C1)C (R)-N-(3-(1-((2-amino-5-(1-methyl-1H-pyrazol-4-yl)pyridin-3-yl)oxy)ethyl)phenyl)-1-methyl-1H-indole-6-carboxamide